7-(2-fluoro-6-methyl-phenyl)-5-[(3S)-3-(methylaminomethyl)-1-piperidyl]isoquinolin-3-amine FC1=C(C(=CC=C1)C)C1=CC(=C2C=C(N=CC2=C1)N)N1C[C@@H](CCC1)CNC